[K+].BrC(C(=O)[O-])(F)F 2-bromo-2,2-difluoroacetic acid potassium salt